(1s,2s)-N-(6-(7-(1-(cyclopropanecarboxamido)ethyl)-6-fluoro-5-methyl-1H-indazol-4-yl)imidazo[1,2-a]pyrazin-2-yl)-2-fluorocyclopropane-1-carboxamide C1(CC1)C(=O)NC(C)C=1C(=C(C(=C2C=NNC12)C=1N=CC=2N(C1)C=C(N2)NC(=O)[C@H]2[C@H](C2)F)C)F